(E)-N'-(4-bromo-5-fluoro-2-iodophenyl)-N,N-dimethylmethanimidamide BrC1=CC(=C(C=C1F)/N=C/N(C)C)I